perfluorophenyl 2-hydroxy-2-phenylpropanoate OC(C(=O)OC1=C(C(=C(C(=C1F)F)F)F)F)(C)C1=CC=CC=C1